2-(3,5-dichloro-4-(2-fluoro-4-hydroxy-3-isopropylbenzyl)phenoxy)-N',N'-dimethylacetohydrazide ClC=1C=C(OCC(=O)NN(C)C)C=C(C1CC1=C(C(=C(C=C1)O)C(C)C)F)Cl